6-Amino-3-((1R,3R)-4'-chloro-3-methyl-3-(3-methyl-1,2,4-oxadiazol-5-yl)-1',2'-dihydrospiro[cyclopentane-1,3'-pyrrolo[2,3-b]pyridin]-5'-yl)-2-fluoro-N,N-dimethylbenzamide NC1=CC=C(C(=C1C(=O)N(C)C)F)C=1C(=C2C(=NC1)NC[C@]21C[C@@](CC1)(C1=NC(=NO1)C)C)Cl